3-ethylimidazole-4-carbonitrile C(C)N1C=NC=C1C#N